CN1CC2=C(CCC1)OC1=C2C=CC(=C1)OC(F)(F)F 2-methyl-8-(trifluoromethoxy)-2,3,4,5-tetrahydro-1H-benzofuro[3,2-c]azepine